[Si](C)(C)(C(C)(C)C)O[C@H]1[C@@H](C[C@@H]([C@H]1O[Si](C)(C)C(C)(C)C)CO)NC(OCC1=CC=CC=C1)=O Benzyl ((1R,2S,3R,4R)-2,3-bis((tert-butyldimethylsilyl)oxy)-4-(hydroxymethyl)cyclopentyl)carbamate